CC=1C(=C(C=CC1)C(C1=CC=CC=C1)=[Hf](C1C2=CC(=CC=C2C=2C=CC(=CC12)C(C)(C)C)C(C)(C)C)C1C=CC=C1)C dimethyl-diphenylmethylene(cyclopentadienyl)(2,7-di-tert-butyl-fluoren-9-yl)hafnium